2-(2-[2-(hydroxymethyl)-2,3,4,5-tetrahydro-1H-3-benzazepin-3-yl]-2-oxoethyl)-2,3-dihydro-1H-isoindol-1-one OCC1N(CCC2=C(C1)C=CC=C2)C(CN2C(C1=CC=CC=C1C2)=O)=O